CN1N=CC=C1NC(=O)[C@@H]1CC12CCN(CC2)C(=O)OC(C(F)(F)F)C(F)(F)F |r| 1,1,1,3,3,3-hexafluoropropan-2-yl (±)-1-((1-methyl-1H-pyrazol-5-yl)carbamoyl)-6-azaspiro[2.5]octane-6-carboxylate